N1(CCC1)CCC(=O)NC(C(F)(F)F)C1=C(C=CC=C1)F 3-(azetidin-1-yl)-N-(2,2,2-trifluoro-1-(2-fluorophenyl)ethyl)propanamide